2-(2-cyclopropyl-4-methoxyphenyl)-3-(oxazol-5-ylmethyl)-4-oxo-3,4-dihydrobenzo[4,5]thieno[2,3-d]pyrimidin-8-yl trifluoromethanesulfonate FC(S(=O)(=O)OC1=CC=CC2=C1SC=1N=C(N(C(C12)=O)CC1=CN=CO1)C1=C(C=C(C=C1)OC)C1CC1)(F)F